ClC=1C(=NC(=NC1)NC1CCOCC1)C=1C=C2N(C(N(CC2)[C@@H](C(=O)OC(C)(C)C)C)=O)C1 tert-Butyl (R)-2-(6-(5-chloro-2-((tetrahydro-2H-pyran-4-yl)amino)pyrimidin-4-yl)-1-oxo-3,4-dihydropyrrolo[1,2-c]pyrimidin-2(1H)-yl)propanoate